1,1-Dichloro-2,2-bis(4-cyanatophenyl)ethylene ClC(=C(C1=CC=C(C=C1)OC#N)C1=CC=C(C=C1)OC#N)Cl